Cl.FC1=CC=C(OCCN)C=C1 2-(4-fluorophenoxy)ethylamine hydrochloride